N-[(1R)-1-[2-fluoro-3-(trifluoromethyl)phenyl]ethyl]-6-oxo-1-[5-[3-[(3S)-pyrrolidin-3-yl]triazol-4-yl]-3-pyridyl]pyridazine-3-carboxamide FC1=C(C=CC=C1C(F)(F)F)[C@@H](C)NC(=O)C1=NN(C(C=C1)=O)C=1C=NC=C(C1)C=1N(N=NC1)[C@@H]1CNCC1